tert-Butyl 4-(7-chloro-6-(trifluoromethyl)quinazolin-4-yl)piperazine-1-carboxylate ClC1=C(C=C2C(=NC=NC2=C1)N1CCN(CC1)C(=O)OC(C)(C)C)C(F)(F)F